N,N'-(4-((2-(2-(2-(2-azidoethoxy)ethoxy)ethoxy)ethyl)carbamoyl)-1,3-phenylene)bis(2-chloroacetamide) N(=[N+]=[N-])CCOCCOCCOCCNC(=O)C1=C(C=C(C=C1)NC(CCl)=O)NC(CCl)=O